CC1=CC=C(C=C1)[Si]([Si](C)(C)C1=CC=C(C=C1)C)(C)C bis(4-methylphenyl)-1,1,2,2-tetramethyldisilane